3-(4-Chloro-phenyl)-adamantane-1-carboxylic acid 3-fluoro-5-trifluoromethyl-benzylamide FC=1C=C(CNC(=O)C23CC4(CC(CC(C2)C4)C3)C3=CC=C(C=C3)Cl)C=C(C1)C(F)(F)F